(2S)-2-[4-chloro-2-(1-hydroxypropan-2-yl)benzenesulfonylamino]-3-(6-fluoro-2,3-dimethylphenyl)butanoic acid methyl ester COC([C@H](C(C)C1=C(C(=CC=C1F)C)C)NS(=O)(=O)C1=C(C=C(C=C1)Cl)C(CO)C)=O